2,6-dibromo-4-[(2-ethyl-2H-indazol-3-yl)hydroxymethyl]phenol BrC1=C(C(=CC(=C1)C(O)C=1N(N=C2C=CC=CC12)CC)Br)O